ClCCCOCCO 2-(3-Chloropropoxy)ethan-1-ol